OCC1=C(C(=O)O)C=CC(=C1)CO 2,4-di(hydroxymethyl)benzoic acid